3-(3-bromophenyl)-3-(5-mercapto-4-methyl-4H-1,2,4-triazol-3-yl)cyclobutanol BrC=1C=C(C=CC1)C1(CC(C1)O)C1=NN=C(N1C)S